COC1=C(C=CC=C1)NC1=NC=C(C(=N1)NC1=CC(=CC=C1)OC)C(=O)Cl 2-((2-methoxyphenyl)amino)-4-((3-methoxyphenyl)amino)pyrimidine-5-carbonyl chloride